1-(4-((E)-2-(6-((1R,2S)-5'-methoxy-2'-oxaspiro[cyclopropane-1,3'-indoline]-2-yl)-1H-indazol-3-yl)vinyl)benzyl)piperidine-4-carboxylic acid COC=1C=C2[C@]3(ONC2=CC1)[C@@H](C3)C3=CC=C1C(=NNC1=C3)/C=C/C3=CC=C(CN1CCC(CC1)C(=O)O)C=C3